C1(CCCC1)C1=NC=C(C(=N1)OC1CCCC1)C(=O)N[C@@H](C)\C=C\S(=O)(=O)C (S,E)-2-cyclopentyl-4-(cyclopentyloxy)-N-(4-(methylsulfonyl)but-3-en-2-yl)pyrimidine-5-carboxamide